NC=1C=C(C=CC1)C1=CC=CC=C1 3-aminobiphenyl